2-cyclohexyl-2-isopentyl-1-ethoxy-3-methoxypropane C1(CCCCC1)C(COCC)(COC)CCC(C)C